FC=1C(=C2C(=CN=CC2=CC1)[Sn](C)(C)C)OCF 6-Fluoro-5-(fluoromethoxy)-4-(trimethylstannyl)isoquinoline